N-[(4-methoxyphenyl)methyl]-N-methyl-3-(1-methylimidazol-4-yl)-4-[[5-(trifluoromethoxy)-2-pyridyl]amino]benzenesulfonamide COC1=CC=C(C=C1)CN(S(=O)(=O)C1=CC(=C(C=C1)NC1=NC=C(C=C1)OC(F)(F)F)C=1N=CN(C1)C)C